2-[(3S,4S)-3-(Aminomethyl)-4-fluoro-pyrrolidin-1-yl]-N-(5-cyclopentyl-1H-pyrazol-3-yl)pyrimidin-4-amine NC[C@H]1CN(C[C@H]1F)C1=NC=CC(=N1)NC1=NNC(=C1)C1CCCC1